C(C)(C)(C)OC(=O)N1CC(C1)[C@@H]1CN(CCC1)CCN1C(C2=CC=CC=C2C1=O)=O (R)-3-(1-(2-(1,3-dioxoisoindolin-2-yl)ethyl)piperidin-3-yl)azetidine-1-carboxylic acid tert-butyl ester